3-(5-{2'-methyl-7-[2-(trimethylsilyl)ethynyl]-1H,2'H-[3,4'-biindazol]-1-yl}pyridin-2-yl)-3-azabicyclo[3.1.0]hexane-6-carboxylic acid methyl ester COC(=O)C1C2CN(CC12)C1=NC=C(C=C1)N1N=C(C2=CC=CC(=C12)C#C[Si](C)(C)C)C=1C2=CN(N=C2C=CC1)C